6-(azetidin-1-yl)-4-methylnicotinaldehyde N1(CCC1)C1=NC=C(C=O)C(=C1)C